tert-Butyl 4-methoxy-1,3,5-trimethyl-2-oxo-1,2,5,7-tetrahydro-6H-pyrrolo[3,4-b]pyridine-6-carboxylate COC=1C2=C(N(C(C1C)=O)C)CN(C2C)C(=O)OC(C)(C)C